N-(trifluoromethanesulfonyl)trifluoroacetamide FC(S(=O)(=O)NC(C(F)(F)F)=O)(F)F